para-nitro-toluylthiosulfonate [N+](=O)([O-])C1=CC(=C(C=C1)C)S(=S)(=O)[O-]